(3,5-dichloro-4-((2'-oxospiro[cyclobutane-1,3'-indolin]-5'-yl)oxy)phenyl)-2-methyl-1,2,4-triazine-3,5(2H,4H)-dione ClC=1C=C(C=C(C1OC=1C=C2C3(C(NC2=CC1)=O)CCC3)Cl)N3C(N(N=CC3=O)C)=O